BrC1=NN=C(N1C1=C(C=CC=C1)F)Br 3,5-dibromo-4-(2-fluorophenyl)-1,2,4-triazole